NC1=NC(=NC(=C1)N)SCCC 4,6-diamino-2-propylthiopyrimidine